ClC1=CC=C(C(=N1)N1COCC1C1=CC=CC=C1)C 3-(6-chloro-3-methylpyridin-2-yl)-4-phenyl-4,5-dihydrooxazole